2-benzothiazolethiol silver salt [Ag].S1C(=NC2=C1C=CC=C2)S